FC1=C(CONC(=O)C2=NC(=CN=C2)C2=CC=C(C=C2)O)C=C(C=C1)OC N-((2-fluoro-5-methoxybenzyl)oxy)-6-(4-hydroxyphenyl)pyrazine-2-carboxamide